The molecule is a gluconate that is the conjugate base of lactobionic acid arising from the deprotonation of the carboxy group. It is a conjugate base of a lactobionic acid. C([C@@H]1[C@@H]([C@@H]([C@H]([C@@H](O1)O[C@H]([C@@H](CO)O)[C@@H]([C@H](C(=O)[O-])O)O)O)O)O)O